OC=1N=C(C2=C(N1)C(=NC(=N2)O)O)O 2,4,6,8-tetrahydroxypyrimido[5,4-d]pyrimidine